tert-Butyl 4-(1-(4-(aminomethyl)phenyl)-1H-pyrazol-4-yl)piperidine-1-carboxylate NCC1=CC=C(C=C1)N1N=CC(=C1)C1CCN(CC1)C(=O)OC(C)(C)C